1-ethyl-3-(hydroxymethyl)-1H-pyrazole-5-carbohydrazide C(C)N1N=C(C=C1C(=O)NN)CO